C(#N)C1=NNC=C1 cyanoazazole